C(C)(C)(C)OC(=O)N1[C@H](CC[C@@H](C1)NC(COC1=CC(=C(C=C1)Cl)F)=O)C(NC1CC(C1)OC(F)(F)F)=O (2r,5s)-5-[2-(4-chloro-3-fluorophenoxy)acetamido]-2-{[(1s,3s)-3-(trifluoromethoxy)cyclobutyl]carbamoyl}piperidine-1-carboxylic acid tert-butyl ester